C(CCCCCCCCC)OC1=CC=C(C=C1)S(=O)(=O)C=1C=NC2=CC=C(C=C2C1N1CCC(CC1)N1CCC(CC1)N1CCN(CC1)C)S(=O)C 3-((4-(decyloxy)phenyl)sulfonyl)-4-(4-(4-methylpiperazin-1-yl)-[1,4'-bipiperidin]-1'-yl)-6-(methylsulfinyl)quinoline